CN(C(=O)OCC(CCCCCCCCCCCCCCCCC(=O)O)CCCCCCCCCCCCCCCC(=O)O)C1CN(C1)C.ClC=1C=C2C=CN(C(C2=CC1)=O)C(C(=O)NC1=CC=C(C=C1)C1=CC=NN1C)=C (R)-2-(6-Chloro-1-oxoisoquinolin-2(1H)-yl)-N-(4-(1-methyl-1H-pyrazol-5-yl)phenyl)propenamide 3-((methyl(1-methylazetidin-3-yl)carbamoyl)oxy)propane-1,2-diyl-dipalmitate